(5S,7R,8R,9S,10S)-8-hydroxy-7-(hydroxymethyl)-9-(4-(3,4,5-trifluorophenyl)-1H-1,2,3-triazol-1-yl)-1,6-dioxaspiro[4.5]decan-10-yl benzoate C(C1=CC=CC=C1)(=O)O[C@H]1[C@H]([C@H]([C@H](O[C@@]12CCCO2)CO)O)N2N=NC(=C2)C2=CC(=C(C(=C2)F)F)F